3-amino-4-(7-fluoro-1H-indazol-4-yl)-6-iodo-8-methyl-1H-1,7-phenanthrolin-2-one NC=1C(NC2=C3C=CC(=NC3=C(C=C2C1C1=C2C=NNC2=C(C=C1)F)I)C)=O